CC1=CC=C(CN2C(=NC3=C2C=CC=C3)N3C[C@@H](CCC3)N)C=C1 (R)-1-(1-(4-methylbenzyl)-1H-benzo[d]imidazol-2-yl)piperidin-3-amine